N-benzylpicolineamide C(C1=CC=CC=C1)NC(C1=NC=CC=C1)=O